C(C)(C)(C)OC(=O)N1CCC(CC1)C=1C=C2C(=C(NC2=CC1)C1=CC(=NC=C1)Cl)C(C)C 4-(2-(2-Chloropyridin-4-yl)-3-isopropyl-1H-indol-5-yl)piperidine-1-carboxylic acid tert-butyl ester